(N,N'-dimethyl-3-methylenepiperidinium) chloride [Cl-].C[N+]1(CC(CCC1)=C)C